Tin (2'-O-methylpseudouridine) CO[C@H]1[C@@H](O[C@@H]([C@H]1O)CO)C1=CNC(=O)NC1=O.[Sn]